ClC1=C(C=CC=C1)C=1N=C(SC1)NC(=O)C12CC(C1)(C2)N2CCOCC2 N-(4-(2-chlorophenyl)thiazol-2-yl)-3-morpholinobicyclo[1.1.1]pentane-1-carboxamide